COC1=CC=C2CCC(C2=C1)=NO 6-methoxy-2,3-dihydro-1H-inden-1-one oxime